CN1CCN(CC(CN(CCC1)C)C)C 1,4,6,8-tetramethyl-1,4,8-triazacycloundecane